{3-[3,3-difluoro-1-(4-methyl-1,2,4-triazol-3-yl)cyclobutyl]phenyl}-6-{[(3R)-4,4-difluoro-3-methylpiperidin-1-yl]methyl}-4-(trifluoromethyl)-3H-isoindol-1-one FC1(CC(C1)(C1=NN=CN1C)C=1C=C(C=CC1)C1NC(C2=CC(=CC(=C12)C(F)(F)F)CN1C[C@H](C(CC1)(F)F)C)=O)F